CON(C(=O)C=1C=NC(=NC1)C=1CCN(CC1)C(=O)OC(C)(C)C)C tert-butyl 4-(5-(methoxy(methyl)carbamoyl)pyrimidin-2-yl)-3,6-dihydropyridine-1(2H)-carboxylate